[C@@H]12[C@@H](C[C@@H](CC1)O2)C(=O)N[C@@H](CC2=CSC=C2)B(O)O [(1R)-1-{[(1S,2R,4R)-7-oxabicyclo[2.2.1]heptan-2-yl]formamido}-2-(thiophen-3-yl)ethyl]boronic acid